N-{5-[6-(3-methoxyphenyl)pyrazin-2-yl]thiophen-3-yl}pentanamide COC=1C=C(C=CC1)C1=CN=CC(=N1)C1=CC(=CS1)NC(CCCC)=O